chloro(methoxymethyl)triphenyl-λ5-phosphane ClP(C1=CC=CC=C1)(C1=CC=CC=C1)(C1=CC=CC=C1)COC